FC1=C(OC2=CC=C(C=C2)C=2NC=3N(N=CC3C3CNCC3)C2C(=O)N)C=CC(=C1)F 2-(4-(2,4-difluorophenoxy)phenyl)-7-(pyrrolidin-3-yl)-1H-imidazo[1,2-b]pyrazole-3-carboxamide